(Z)-1-(2-Hydroxyphenyl)-3-(3-hydroxyphenyl)prop-2-en-1-one OC1=C(C=CC=C1)C(\C=C/C1=CC(=CC=C1)O)=O